4-[3-[[1-[2-(2,6-dioxo-3-piperidinyl)-4-fluoro-1-oxo-isoindolin-5-yl]-4-piperidinyl]oxy]cyclobutoxy]piperidine-1-carboxylic acid tert-butyl ester C(C)(C)(C)OC(=O)N1CCC(CC1)OC1CC(C1)OC1CCN(CC1)C=1C(=C2CN(C(C2=CC1)=O)C1C(NC(CC1)=O)=O)F